C(#C)C=1SC=C(N1)NC(=O)N[C@@H](CO)C1=CC=C(C=C1)C1=CC(=CC=C1)N1CCCC1 (R)-1-(2-Ethynylthiazol-4-yl)-3-(2-hydroxy-1-(3'-(pyrrolidin-1-yl)-[1,1'-biphenyl]-4-yl)ethyl)urea